2-[4-methyl-2-(methylamino)-7-oxo-6H,7H-thieno[2,3-d]pyridazin-6-yl]-N-(pyrimidin-2-yl)acetamide CC=1C2=C(C(N(N1)CC(=O)NC1=NC=CC=N1)=O)SC(=C2)NC